C1(CC1)C1=C(C(=NO1)C1=C(C=CC=C1Cl)Cl)COC1CC2(C1)C[C@H]1CC[C@@H](C2)N1C=1SC2=C(N1)C(=CC(=C2)C(=O)OC)F methyl 2-{(1R,5S)-3'-[(5-cyclopropyl-3-(2,6-dichlorophenyl) isoxazol-4-yl) methoxy]-8-azaspiro[bicyclo[3.2.1]octane-3,1'-cyclobutane]-8-yl}-4-fluorobenzo[d]thiazole-6-carboxylate